FC1=C(C=CC(=C1)I)NC=1C=NC=CC1P1(CCCC1)=O 1-(3-((2-Fluoro-4-iodophenyl)amino)pyridin-4-yl)phospholane 1-oxide